C(C)N(C=1C=CC2=C(C1)[Si]1(CCCCC1)C1=C(C23OC(C2=CC(=CC=C23)C(=O)O)=O)C=CC(=C1)N(CC)CC)CC 3',7'-bis(diethylamino)-3-oxo-3H-dispiro[isobenzofuran-1,10'-dibenzo[b,e]siline-5',1''-silinane]-5-carboxylic acid